1-((methoxycarbonyl)amino)-4-(1-methyl-1H-pyrazol-4-yl)-1H-pyrrole-2-carboxylic acid methyl ester COC(=O)C=1N(C=C(C1)C=1C=NN(C1)C)NC(=O)OC